CN[C@H](C(=O)O)CCC(N1CCCC1)=O (2S)-2-(methylamino)-5-oxo-5-pyrrolidin-1-yl-pentanoic acid